4-(((1S,2R)-2-methylcyclohexyl)amino)-1H-pyrrolo[2,3-b]pyridine-5-carboxylic acid ethyl ester C(C)OC(=O)C=1C(=C2C(=NC1)NC=C2)N[C@@H]2[C@@H](CCCC2)C